C(C1=CC=CC=C1)OC(=O)[C@](C(=O)OCC)(C(F)(F)F)O |r| (R and S)-ethyl 2-(benzyloxycarbonyl)-3,3,3-trifluoro-2-hydroxypropanoate